N-(2,2-difluoroethyl)-6,7-difluoro-1-methyl-N-(2-(4,4,4-trifluoro-3,3-dimethylbut-1-yn-1-yl)pyridin-4-yl)-[1,2,4]triazolo[4,3-a]quinazolin-5-amine FC(CN(C1=NC=2N(C3=CC=C(C(=C13)F)F)C(=NN2)C)C2=CC(=NC=C2)C#CC(C(F)(F)F)(C)C)F